3-(4-chlorophenyl)-4-isopropyl-N-(2-sulfamoylethyl)-N'-((4-(trifluoromethyl)phenyl)sulfonyl)-4,5-dihydro-1H-pyrazole-1-carboxamidine ClC1=CC=C(C=C1)C1=NN(CC1C(C)C)C(=NS(=O)(=O)C1=CC=C(C=C1)C(F)(F)F)NCCS(N)(=O)=O